ClC1=CC=2N(C=C1)C(=CN2)C2=C1CNC(C1=C(C=C2)NC2=NC=C(C=C2)N2C[C@H](OCC2)CN(C)C)=O (R)-4-(7-chloroimidazo[1,2-a]pyridin-3-yl)-7-((5-(2-((dimethylamino)-methyl)morpholino)pyridin-2-yl)amino)isoindolin-1-one